C(N(CC(=O)[O-])CC(=O)[O-])CN(CC(=O)[O-])CC(=O)[O-].[Na+].[Na+].[Mg+2] magnesium disodium edetate